COC1=NC=CC(=C1N1CCC(CC1)N1C(N(C=2C(C1)=NN(N2)C)CC2=NC=CC=C2C(F)(F)F)=O)C 6-(2'-Methoxy-4'-methyl-3,4,5,6-tetrahydro-2H-[1,3']bipyridinyl-4-yl)-2-methyl-4-(3-trifluoromethyl-pyridin-2-ylmethyl)-2,4,6,7-tetrahydro-[1,2,3]triazolo[4,5-d]pyrimidin-5-on